BrC(CC)CCC(CCCCC)C=1SC=CC1 3-bromo-6-undecylthiophene